Propyl α-L-rhamnopyranosyl-(1→4)-β-D-galactopyranosyluronic acid-(1→3)-2-acetamido-2-deoxy-β-D-galactopyranosyl-(1-2)-α-L-rhamnopyranoside [C@@H]1([C@H](O)[C@H](O)[C@@H](O)[C@@H](O1)C)O[C@@H]1[C@@H]([C@H]([C@@H](O[C@@H]1C(=O)O)O[C@@H]1[C@H]([C@@H](O[C@@H]([C@@H]1O)CO)O[C@H]1[C@H](OCCC)O[C@H]([C@@H]([C@H]1O)O)C)NC(C)=O)O)O